NCC1OCCC2=CC=CC(=C12)CCO 2-(1-(Aminomethyl)isochroman-8-yl)ethan-1-ol